1'-C-Cyano-2'-O-methyluridine C(#N)[C@@]1([C@H](OC)[C@H](O)[C@@H](CO)O1)N1C(=O)NC(=O)C=C1